Cl.C1(CC1)CNC 1-cyclopropyl-N-methylmethanamine hydrogen chloride